(S)-8-(4-(4-acetyl-2-phenylpiperazin-1-yl)-6-(3,5-dimethylisoxazol-4-Yl)quinazolin-2-yl)-1-methyl-1,8-diazaspiro[4.5]Decan-2-one C(C)(=O)N1C[C@@H](N(CC1)C1=NC(=NC2=CC=C(C=C12)C=1C(=NOC1C)C)N1CCC2(CCC(N2C)=O)CC1)C1=CC=CC=C1